ClC1=C(C=CC(=C1)Cl)CNC1=NN2C(NC(=CC2=O)CC(F)(F)F)=N1 2-[(2,4-dichlorophenyl)methylamino]-5-(2,2,2-trifluoroethyl)-4H-[1,2,4]triazolo[1,5-a]pyrimidin-7-one